[Na+].[Na+].N1=CC=NC2=CC=C(C=C12)S(=O)(=O)[NH-].N1=CC=NC2=CC=C(C=C12)S(=O)(=O)[NH-] quinoxaline-7-sulfonamide disodium salt